(E)-N-(2-methoxy-5-(4-(4-(4-oxopent-2-enoyl)piperazin-1-yl)quinazolin-6-yl)pyridin-3-yl)-2,4-dimethyl-thiazole-5-sulfonamide COC1=NC=C(C=C1NS(=O)(=O)C1=C(N=C(S1)C)C)C=1C=C2C(=NC=NC2=CC1)N1CCN(CC1)C(\C=C\C(C)=O)=O